5-chloro-3-[4-fluoro-2-(2-methoxyethoxy)phenyl]-6-(1-methylpyrazol-4-yl)pyridin-2-ol ClC=1C=C(C(=NC1C=1C=NN(C1)C)O)C1=C(C=C(C=C1)F)OCCOC